(R)-1-(3-methoxyphenyl)ethanaminium benzoyl-L-phenylglycinate C(C1=CC=CC=C1)(=O)N[C@@H](C1=CC=CC=C1)C(=O)[O-].COC=1C=C(C=CC1)[C@@H](C)[NH3+]